C(C)(C)(C)C1=CC(=NN1[C@H]1[C@H](CC1)O)NC=1N(C=2C(=NC=C(C2Cl)OC=2C=NN3C2C=NC=C3)N1)C (1S,2R)-2-(5-(tert-butyl)-3-((7-chloro-1-methyl-6-(pyrazolo[1,5-a]pyrazin-3-yloxy)-1H-imidazo[4,5-b]pyridin-2-yl)amino)-1H-pyrazol-1-yl)cyclobutan-1-ol